2-chloro-1,3-dimethyl-1H-benzimidazolium hexafluorophosphate F[P-](F)(F)(F)(F)F.ClC1N(C2=C([NH+]1C)C=CC=C2)C